C(C)(C)(C)OC(=O)N1CCC(CCC1)NC=1C=CC=2N(N1)C(=CN2)C2=CC(=CC=C2)C(F)(F)F 4-[[3-[3-(trifluoromethyl)phenyl]imidazo[1,2-b]pyridazin-6-yl]amino]azepane-1-carboxylic acid tert-butyl ester